1-phenethyl-1H-benzo[d]imidazole-2-thiol C(CC1=CC=CC=C1)N1C(=NC2=C1C=CC=C2)S